C(C=C)(=O)NC=1C=C2C(=CC(=NC2=CC1)NC1=CC=C(C=C1)N1CCN(CC1)C(=O)OC(C)(C)C)C(F)(F)F 6-acrylamido-N-(4-(4-(tert-butoxycarbonyl)piperazin-1-yl)phenyl)-4-trifluoromethylquinolin-2-amine